2-{4-Amino-1-tert-butyl-1H-pyrazolo[3,4-d]pyrimidin-3-yl}-3-chloro-N-(oxan-4-yl)-1H-indole-6-carboxamide NC1=C2C(=NC=N1)N(N=C2C=2NC1=CC(=CC=C1C2Cl)C(=O)NC2CCOCC2)C(C)(C)C